FC1=C(C=CC=C1F)C=1C(N(C(C1)=O)CC1CCOCC1)=O 3-(2,3-difluorophenyl)-1-((tetrahydro-2H-pyran-4-yl)methyl)-1H-pyrrole-2,5-dione